BrCCCN(C(=O)[C@H]1N(CCC1)C1=NC(=CC(=C1)C(F)(F)F)C)C1=CC(=C(C=C1)F)C(F)F (S)-N-(3-bromopropyl)-N-(3-(difluoromethyl)-4-fluorophenyl)-1-(6-methyl-4-(trifluoromethyl)pyridin-2-yl)pyrrolidine-2-carboxamide